3-(2-bromophenoxy)phenol BrC1=C(OC=2C=C(C=CC2)O)C=CC=C1